C(C)(=O)O.NCC1=NC=CC=N1 2-aminomethylpyrimidine acetate